2-methyl-5-[5-(trifluoromethyl)furan-2-yl]-[1,2,4]triazolo[1,5-c]pyrimidin CC1=NN2C(=NC=CC2=N1)C=1OC(=CC1)C(F)(F)F